(S)-2-((6-(difluoromethyl)pyrimidin-4-yl)amino)-9-(5,6,7,8-tetrahydro-1,8-naphthyridin-2-yl)nonanoic acid FC(C1=CC(=NC=N1)N[C@H](C(=O)O)CCCCCCCC1=NC=2NCCCC2C=C1)F